CC=1C=C(SC1NC(=O)C=1C=NN2C1SC(=C2)C2=NN(C=C2)C)C(=O)O 4-methyl-5-(2-(1-methyl-1H-pyrazol-3-yl)pyrazolo[5,1-b]thiazole-7-carboxamido)thiophene-2-carboxylic acid